3-(((trifluoromethyl)sulfonyl)oxy)benzylcyclohex-2-ene-1-carboxylic acid benzyl ester C(C1=CC=CC=C1)OC(=O)C1(C=CCCC1)CC1=CC(=CC=C1)OS(=O)(=O)C(F)(F)F